N(N)\C(=N/N)\SC methyl (E)-hydrazinecarbohydrazonothioate